(2S,3R)-2-(2-nitrobenzoyl)-3-phenylspiro[cyclopropane-1,2'-indene]-1',3'-dione [N+](=O)([O-])C1=C(C(=O)[C@H]2[C@@H](C23C(C2=CC=CC=C2C3=O)=O)C3=CC=CC=C3)C=CC=C1